1-(2-fluorophenyl)-1H-pyrrole-2,5-dione FC1=C(C=CC=C1)N1C(C=CC1=O)=O